(S)-6-ethyl-N-((S)-7-oxo-1-(5-(7-(trifluoromethyl)quinolin-3-yl)-1H-imidazol-2-yl)nonyl)-6-azaspiro[2.5]octane-1-carboxamide C(C)N1CCC2(C[C@@H]2C(=O)N[C@@H](CCCCCC(CC)=O)C=2NC(=CN2)C=2C=NC3=CC(=CC=C3C2)C(F)(F)F)CC1